i-Amylpropionat C(CC(C)C)OC(CC)=O